C=1(C(=C(C(=CC1)N)N)C)C ortho-xylenediamine